ClCC(=O)NC1=CC(=CC=C1)OC1=NC=NC(=C1)NC1CCCC1 2-chloro-N-(3-((6-(cyclopentylamino)pyrimidin-4-yl)oxy)phenyl)acetamide